C(#N)[C@H]1N(CSC1)C(CNC(=O)C1=CC=NC2=CC=C(C=C12)N1C[C@H](CC1)C)=O N-(2-((R)-4-Cyanothiazolidin-3-yl)-2-oxoethyl)-6-((S)-3-methylpyrrolidin-1-yl)-quinoline-4-carboxamide